O1C(OCC1)C=O 1,3-dioxolan-2-aldehyde